ClC1=C(C=CC(=C1)Cl)C=1CCCC2=C(C1C1=CC=C(C=C1)O[C@@H]1CN(CC1)CCCF)C=CC(=C2)C(=O)NNC(=O)N (S)-2-(8-(2,4-dichlorophenyl)-9-(4-((1-(3-fluoropropyl)pyrrolidin-3-yl)oxy)phenyl)-6,7-dihydro-5H-benzo[7]annulene-3-carbonyl)hydrazine-1-carboxamide